(7-((4-(cyclopropylamino)-3-(trifluoromethyl)-1H-pyrrolo[2,3-b]pyridin-6-yl)amino)-2,3-dihydrobenzofuran-4-yl)(4-morpholinopiperidin-1-yl)methanone C1(CC1)NC1=C2C(=NC(=C1)NC1=CC=C(C=3CCOC31)C(=O)N3CCC(CC3)N3CCOCC3)NC=C2C(F)(F)F